ClC1=CC=C(C=C1)NC(NCCC1=CC(=CC=C1)N(C)C)=O 3-(4-Chlorophenyl)1-{2-[3-(dimethylamino)phenyl]ethyl}urea